3-(5-Amino-6-(2-methylthiazol-5-yl)pyrazin-2-yl)-N-(3-(hydroxymethyl)bicyclo[1.1.1]pentan-1-yl)-4-methylbenzenesulfonamide trifluoroacetate salt FC(C(=O)O)(F)F.NC=1N=CC(=NC1C1=CN=C(S1)C)C=1C=C(C=CC1C)S(=O)(=O)NC12CC(C1)(C2)CO